C[SiH](CCCCCCCC[SiH](C)C)C 1,8-bis(dimethylsilyl)octane